trans-propionic acid C(CC)(=O)O